N1=CC=CC2=CC(=CN=C12)N naphthyridin-6-amine